N-ethyl-morpholine Methyl-N-[(E,1S)-6-(dimethylamino)-1-[[1-[[4-(2,2-dimethylpropyl)-5,6-difluoro-1H-benzimidazol-2-yl]methyl]-2-oxo-3-pyridyl]carbamoyl]-6-oxo-hex-4-enyl]carbamat COC(N[C@@H](CC\C=C\C(=O)N(C)C)C(NC=1C(N(C=CC1)CC1=NC2=C(N1)C=C(C(=C2CC(C)(C)C)F)F)=O)=O)=O.C(C)N2CCOCC2